OCCC=1C=C(CNCCCCOCCNC2=C3C=NNC3=CC(=C2)C=2C=C(N=NC2)O)C=C(C1)OC(F)(F)F 5-(4-((2-(4-((3-(2-hydroxyethyl)-5-(trifluoromethoxy)benzyl)amino)butoxy)ethyl)amino)-1H-indazol-6-yl)pyridazin-3-ol